2-methyl-butyl-acetate CC(CCC(=O)[O-])CC